9,9'-(3',6'-bis(3,6-dimethyl-9H-carbazol-9-yl)-[2,4'-bipyridine]-2',5'-diyl)bis(N,N-diphenyl-9H-carbazol-3-amine) CC=1C=CC=2N(C3=CC=C(C=C3C2C1)C)C=1C(=NC(=C(C1C1=NC=CC=C1)N1C2=CC=CC=C2C=2C=C(C=CC12)N(C1=CC=CC=C1)C1=CC=CC=C1)N1C2=CC=C(C=C2C=2C=C(C=CC12)C)C)N1C2=CC=CC=C2C=2C=C(C=CC12)N(C1=CC=CC=C1)C1=CC=CC=C1